N-(5-(8-amino-7-fluoro-3-((7-oxo-5,6,7,8-tetrahydro-4H-pyrazolo[1,5-d][1,4]diazepin-2-yl)amino)isoquinolin-6-yl)-4-methylpyridin-3-yl)methanesulfinamide NC=1C(=C(C=C2C=C(N=CC12)NC1=NN2CC(NCCC2=C1)=O)C=1C(=C(C=NC1)NS(=O)C)C)F